N-acetylmuramyl-E-alanyl-D-isoglutaminyl-E-alanine C(C)(=O)N([C@@H](C)C(=O)N[C@H](CCC(=O)N[C@@H](C)C(=O)O)C(N)=O)C1[C@H](N)[C@@H](O[C@@H](C(=O)O)C)[C@H](O)[C@H](O1)CO